(1S)-1-(oxetan-3-yl)ethylamine O1CC(C1)[C@H](C)N